N-(6-(cyclopropylethynyl)thiazolo[4,5-b]pyrazin-2-yl)-2-(2-(difluoromethyl)-5-methoxypyridin-4-yl)-4-(N-methylacetamido)benzamide C1(CC1)C#CC=1N=C2C(=NC1)N=C(S2)NC(C2=C(C=C(C=C2)N(C(C)=O)C)C2=CC(=NC=C2OC)C(F)F)=O